1-(4,5-di-phenylimidazol-1-yl)-4,4-difluoro-3,3-dimethyl-isoquinoline C1(=CC=CC=C1)C=1N=CN(C1C1=CC=CC=C1)C1=NC(C(C2=CC=CC=C12)(F)F)(C)C